O1CCN(CC1)C1=CC=C(C=N1)C(CC(=O)O)C1CC2(C1)CC(C2)CCC2=NC=1NCCCC1C=C2 3-(6-morpholinopyridin-3-yl)-3-(6-(2-(5,6,7,8-tetrahydro-1,8-naphthyridin-2-yl)ethyl)spiro[3.3]hept-2-yl)propionic acid